C1(CC1)OC1=CC(=C(C=C1F)NS(=O)(=O)C1=CNC(=C1)C1=NC=CC=C1)F N-[4-(cyclopropoxy)-2,5-difluoro-phenyl]-5-(2-pyridyl)-1H-pyrrole-3-sulfonamide